Cl[C@@H](C(=O)N=C=O)F (S)-2-Chloro-2-fluoroethanoyl Isocyanate